COC1=C(CN(S(=O)(=O)C)C2=NC=C(C(=N2)CO)C)C=CC(=C1)OC N-(2,4-dimethoxybenzyl)-N-(4-(hydroxymethyl)-5-methylpyrimidin-2-yl)methanesulfonamide